ClC1=C(C#N)C=CC(=C1)N1CC2(C[C@@H]1C)CCN(CC2)C2=CC=C(C=C2)C(=O)N2CCN(CC2)CC2CCN(CC2)C2=CC(=CC=C2)N[C@@H]2C(NC(CC2)=O)=O 2-Chloro-4-((S)-8-(4-(4-((1-(3-(((S)-2,6-dioxopiperidin-3-yl)amino)phenyl)piperidin-4-yl)methyl)piperazine-1-carbonyl)phenyl)-3-methyl-2,8-diazaspiro[4.5]decan-2-yl)benzonitrile